tert-butyl (R)-(5-(5-(trifluoromethyl)pyridin-3-yl)-5-azaspiro[2.4]heptan-7-yl)carbamate FC(C=1C=C(C=NC1)N1CC2(CC2)[C@H](C1)NC(OC(C)(C)C)=O)(F)F